aluminum zinc tin indium bismuth [Bi].[In].[Sn].[Zn].[Al]